FC(COC)(F)C=1C=C(C=C(C1)[N+](=O)[O-])[C@@H](C)NC1=NC(=NC2=CC(=C(C=C12)N1CCC(CC1)C(=O)O)OC)C (R)-1-(4-((1-(3-(1,1-Difluoro-2-methoxyethyl)-5-nitrophenyl)ethyl)amino)-7-methoxy-2-methylquinazolin-6-yl)piperidine-4-carboxylic acid